N-methyl-3-nitro-4-(3-(trifluoromethyl)phenoxy)benzenesulfonamide CNS(=O)(=O)C1=CC(=C(C=C1)OC1=CC(=CC=C1)C(F)(F)F)[N+](=O)[O-]